imidazo[1,2-a]Pyrrolo[2,3-e]Pyrazine C=1C=NC2=NC=C3N(C21)CC=N3